CC(C(C(C)(C)C)=NO)NCCCNCC(C)=NO tetramethyl-4,8-diazaundecan-2,10-dion-dioxim